(S)-2-[1-[4-[(2,6-dioxo-3-piperidyl)amino]-2-fluoro-phenyl]-4-hydroxy-4-piperidyl]acetic acid O=C1NC(CC[C@@H]1NC1=CC(=C(C=C1)N1CCC(CC1)(O)CC(=O)O)F)=O